(E)-(1-Cyclohexyl-2-tosylvinyl)(phenyl)sulfolane C1(CCCCC1)/C(=C\S(=O)(=O)C1=CC=C(C)C=C1)/C1(S(=O)(=O)CCC1)C1=CC=CC=C1